1,5-dimethyl-1H-pyrazole-3-carbonitrile CN1N=C(C=C1C)C#N